O1CCN(CC1)C1CN(C1)C=O (3-morpholinoazetidine-1-yl)methanone